C(=O)O.NC1=C(C(N(C(=N1)N1CCC2([C@@H]([C@@H](OC2)C)N)CC1)C)=O)SC1=C(C2=CN(N=C2C=C1)C)Cl 6-Amino-2-((3S,4S)-4-amino-3-methyl-2-oxa-8-azaspiro[4.5]decan-8-yl)-5-((4-chloro-2-methyl-2H-indazol-5-yl)thio)-3-methylpyrimidin-4(3H)-one formate salt